CC1=NN=C(N=N1)C1=CC(=C(C=C1)CN)C(F)(F)F (4-(6-Methyl-1,2,4,5-tetrazin-3-yl)-2-(trifluoromethyl)phenyl)methylamine